P(=S)([O-])([O-])[O-] thiophosphate